benzyl 1-((4-(6-morpholinyl-1-(benzenesulfonyl)-1H-pyrrolo[2,3-b]pyridin-3-yl)-5-(trifluoromethyl) pyrimidin-2-yl) amino)-6-azaspiro[3.4]octane-6-carboxylate N1(CCOCC1)C1=CC=C2C(=N1)N(C=C2C2=NC(=NC=C2C(F)(F)F)NC2CCC21CN(CC1)C(=O)OCC1=CC=CC=C1)S(=O)(=O)C1=CC=CC=C1